((2S,5R)-5-(4-amino-2-oxopyrimidin-1(2H)-yl)tetrahydrofuran-2-yl)methyl butyl hydrogen phosphate P(=O)(OC[C@H]1O[C@H](CC1)N1C(N=C(C=C1)N)=O)(OCCCC)O